tert-butyl 4-{4-[2-((2R,6S)-4-acetyl-2,6-dimethylpiperazin-1-yl)ethoxy]phenyl}piperidine-1-carboxylate C(C)(=O)N1C[C@H](N([C@H](C1)C)CCOC1=CC=C(C=C1)C1CCN(CC1)C(=O)OC(C)(C)C)C